CC1=NC=NC=2N(C(C(N(C12)C)=O)C)C 4,5,7,8-tetramethyl-7,8-dihydropteridin-6(5H)-one